ClCC1=NC2=C(N1CC1OCC1)C=CC=C2 2-(chloromethyl)-1-(oxetan-2-ylmethyl)-1H-benzo[d]imidazol